C(C1=CC=CC=C1)OC1=C(C=C(C=C1)C(CBr)C(=O)C(CBr)C1=CC(=C(C=C1)OCC1=CC=CC=C1)[N+](=O)[O-])[N+](=O)[O-] 1-(4-(benzyloxy)-3-nitrophenyl)-2-bromoethyl ketone